ClC1=CC=C(C=C1)[C@H](C)NC=1N=CC2=C(N1)N(C(C=C2)=O)CC2=CC(=CC=C2)OC 2-{[(1S)-1-(4-Chlorophenyl)ethyl]amino}-8-(3-methoxybenzyl)pyrido[2,3-d]pyrimidin-7(8H)-on